2-iodophenyl isothiocyanate IC1=C(C=CC=C1)N=C=S